tert-butyl 4-{2-butyl-4-(tert-butylamino)-1-(3,4,5,6-tetrahydro-2H-pyran-4-ylmethyl)thieno[3,2-b]imidazo[4,5-d]pyridin-7-yl}-1,2,3,6-tetrahydropyridine-1-carboxylate C(CCC)C1=NC=2C(=C3C(=NC2NC(C)(C)C)C=C(S3)C=3CCN(CC3)C(=O)OC(C)(C)C)N1CC1CCOCC1